ClC=1C=C(C=CC1F)[C@@H]1[C@H](C1)C=1C=2N(N=C(C1)C=1C(=NC(=NC1)OC)OC)C=CN2 8-((1S,2S)-2-(3-chloro-4-fluorophenyl)cyclopropyl)-6-(2,4-dimethoxypyrimidin-5-yl)imidazo[1,2-b]pyridazine